N1=CC=C2N1C=CC(=N2)C2=CNC=1N=C(N=CC12)NCCC(F)(F)F 5-(pyrazolo[1,5-a]pyrimidin-5-yl)-N-(3,3,3-trifluoropropyl)-7H-pyrrolo[2,3-d]pyrimidin-2-amine